C[Si](O[Si](C)(C)C)(O[Si](C)(C)C)O[Si](C)(C)C 3-methyl-1,1,1,5,5,5-hexamethyl-3-[(trimethylsilyl)oxy]trisiloxane